tert-butyl 1-(4-oxazol-2-ylpyrimidin-2-yl)piperidine-4-carboxylate O1C(=NC=C1)C1=NC(=NC=C1)N1CCC(CC1)C(=O)OC(C)(C)C